NC1=NC=2C=NC(=CC2C2=C1C=NN2C)C(=O)N2[C@@H]1[C@H](O[C@H](C2)C)CC=2C(=C(C=CC21)Br)F (4-amino-1-methyl-1H-pyrazolo[4,3-c][1,7]naphthyridin-8-yl)((2S,4aS,9aR)-7-bromo-8-fluoro-2-methyl-2,3,9,9a-tetrahydroindeno[2,1-b][1,4]oxazin-4(4aH)-yl)methanone